2-(piperidin-1-yl)-N-((1-(quinolin-4-yl)piperidin-4-yl)methyl)acetamide N1(CCCCC1)CC(=O)NCC1CCN(CC1)C1=CC=NC2=CC=CC=C12